1-butyl-pyridine thiocyanate [S-]C#N.C(CCC)N1CC=CC=C1